tert-butyl 8,9-difluoro-1-(5-fluoro-N-methylisoindoline-2-carboxamido)-6-oxo-1,4,5,6-tetrahydrobenzo[c][1,7]naphthyridine-3(2H)-carboxylate FC=1C(=CC2=C(C(NC=3CN(CC(C23)N(C(=O)N2CC3=CC=C(C=C3C2)F)C)C(=O)OC(C)(C)C)=O)C1)F